FC=1C=C(C=CC1)C1=CC(=CC=C1)C[C@@H]1N(CC[C@@H]1NC(C(=O)N(C)C)=O)C(=O)C1(CCC1)C(F)(F)F N~2~-{(2S,3S)-2-[(3'-fluoro[1,1'-biphenyl]-3-yl)methyl]-1-[1-(trifluoromethyl)cyclobutane-1-carbonyl]pyrrolidin-3-yl}-N~1~,N~1~-dimethylethanediamide